C1(CC1)C(C)N1N=C(C=C1)S(=O)(=O)N(CC1=CC=C(C=C1)OC)CC1=CC=C(C=C1)OC 1-(1-cyclopropylethyl)-N,N-bis(4-methoxybenzyl)-1H-pyrazole-3-sulfonamide